N-{1-(4-methylphenyl)-3-{1-[(1-oxo-2,3-dihydro-1H-isoindol-4-yl)methyl]piperidin-3-yl}-1H-pyrazol-5-yl}pyrazolo[1,5-a]pyrimidine-3-carboxamide CC1=CC=C(C=C1)N1N=C(C=C1NC(=O)C=1C=NN2C1N=CC=C2)C2CN(CCC2)CC2=C1CNC(C1=CC=C2)=O